3-(chloromethyl)-1-methyl-1H-1,2,4-triazolate ClCC1(NN(C=N1)C)C(=O)[O-]